5-(4-methylbenzene-1-sulfonyl)-N-[(5-methylpyrazin-2-yl)methyl]thiophene-2-carboxamide CC1=CC=C(C=C1)S(=O)(=O)C1=CC=C(S1)C(=O)NCC1=NC=C(N=C1)C